(2R,3S,4S,5R,6S)-2-(hydroxymethyl)-6-[2-[(4-methoxyphenyl)methyl]phenoxy]oxane-3,4,5-triol OC[C@H]1O[C@H]([C@@H]([C@H]([C@@H]1O)O)O)OC1=C(C=CC=C1)CC1=CC=C(C=C1)OC